C(C1=CC=CC=C1)(=O)C=1C2=C(C(N(C1)C)=O)N(C(=C2)C=2C=NN(C2)C2COC2)C2=C(C=CC=C2)C 4-benzoyl-6-methyl-2-(1-(oxetan-3-yl)-1H-pyrazol-4-yl)-1-tolyl-1,6-dihydro-7H-pyrrolo[2,3-c]pyridin-7-one